OCC1(C(NC2=CC(=CC=C12)C#CC1=NC=CC2=CN=C(C=C12)NC1=CC=C(C=C1)S(=O)(=N)C(C)C)=O)C 3-(hydroxymethyl)-3-methyl-6-((7-((4-(propan-2-ylsulfonimidoyl)phenyl)amino)-2,6-naphthyridin-1-yl)ethynyl)indolin-2-one